3-(4-((S)-2-((tert-butoxycarbonyl)amino)-2-((1r,4S)-4-methylcyclohexyl)acetamido)phenyl)-2,4-dimethylpyridine 1-oxide C(C)(C)(C)OC(=O)N[C@H](C(=O)NC1=CC=C(C=C1)C=1C(=[N+](C=CC1C)[O-])C)C1CCC(CC1)C